NC1=CC=2C=CC3=CC(=CC=C3C2C=C1)N 2,7-diaminophenanthrene